(S)-4-(3-(3-Chlorophenethyl)-3-(dimethylamino)piperidin-1-yl)-2,6-difluoro-N-(pyrimidin-4-yl)benzenesulfonamide formate C(=O)O.ClC=1C=C(CC[C@]2(CN(CCC2)C2=CC(=C(C(=C2)F)S(=O)(=O)NC2=NC=NC=C2)F)N(C)C)C=CC1